(S)-3-(9-bromo-5,6-dihydrobenzo[f]imidazo[1,2-d][1,4]oxazepin-2-yl)-4-(difluoromethyl)oxazolidin-2-one BrC1=CC2=C(C=3N(CCO2)C=C(N3)N3C(OC[C@H]3C(F)F)=O)C=C1